C1=NC=CC2=NN3C(C=NC=C3)=C21 pyrido[4',3':3,4]pyrazolo[1,5-a]pyrazine